CC=1C=C(NC2=NC=C(C(=N2)N[C@H](CO)C2=CC=CC=C2)C=2OC=NN2)C=CC1S(=O)(=O)C (2S)-2-[[2-(3-methyl-4-methylsulfonyl-anilino)-5-(1,3,4-oxadiazol-2-yl)pyrimidin-4-yl]amino]-2-phenyl-ethanol